1-Cyclohexyl-1-cyclopropyl-3-methyl-hexan-1-ol C1(CCCCC1)C(CC(CCC)C)(O)C1CC1